C1(=CC=CC2=CC=CC=C12)C1=NC=NC(=N1)C1=CC=CC=C1 4-(naphthalen-1-yl)-6-phenyl-1,3,5-triazine